C(C)(C)(C)OC(=O)N1C(CCCC1)COC1CCNCC1 (4-Piperidinyloxymethyl)piperidine-1-carboxylic acid tert-butyl ester